CC1=NOC(=C1C1=CC=C(C=C1)S(=O)(=O)NCCN1CCC(CC1)CN1N=NC(=C1)C1=C(NC2=CC=C(C=C12)F)C(=O)OCC(C)C)C isobutyl 3-(1-((1-(2-((4-(3,5-dimethylisoxazol-4-yl)phenyl)sulfonamido)ethyl)piperidin-4-yl)methyl)-1H-1,2,3-triazol-4-yl)-5-fluoro-1H-indole-2-carboxylate